COCCC([C@H]1[C@@H](C1)C(NC1CC(OC2=CC(=CC=C12)OC)(C)C)=O)N1C(NC(CC1=O)(C)C)=[NH2+] [1-[3-methoxy-1-[(1R,2R)-2-[(7-methoxy-2,2-dimethyl-chroman-4-yl)carbamoyl]cyclopropyl]propyl]-4,4-dimethyl-6-oxo-hexahydropyrimidin-2-ylidene]ammonium